CC1=NC(=CC=C1NC1CCC(CC1)CNC(=O)C1CNC(C1)=O)N1CCC(CC1)C(F)(F)F N-((4-((2-methyl-6-(4-(trifluoromethyl)piperidin-1-yl)pyridin-3-yl)amino)cyclohexyl)methyl)-5-oxopyrrolidine-3-carboxamide